NC1=C(N=CC(=N1)N1CCC2(CC1)[C@@H](C1=CC(=CC=C1C2)N2CCOCC2)N)SC2=C(C(=NC=C2)N)Cl (S)-1'-(6-amino-5-((2-amino-3-chloropyridin-4-yl)thio)pyrazin-2-yl)-6-morpholino-1,3-dihydro-spiro[indene-2,4'-piperidin]-1-amine